3-methyl-3-ethyl-2,4-dicyanoglutarimide CC1(C(C(=O)NC(C1C#N)=O)C#N)CC